ClC1=NC2=CC=CC=C2N=C1N1CC2CCC(C1)N2 2-chloro-3-(3,8-diazabicyclo[3.2.1]octan-3-yl)quinoxaline